NC1=CC=C(OC=2C3=C(N=C(N2)N)NC=C3)C=C1 4-(4-aminophenoxy)-7H-pyrrolo[2,3-d]pyrimidin-2-amine